ClC1=CC=C(C=C1)C1(CCNCC1)NS(=O)(=O)C1=CC=C(C=C1)OC(F)(F)F N-(4-(4-chlorophenyl)piperidin-4-yl)-4-(trifluoromethoxy)benzene-sulfonamide